2-(2-aminoethyl)benzene NCCC1=CC=CC=C1